FC1(CCC(CC1)[C@H](NC(=O)C1=CC=NN1CC)C=1N=C2N(N=C(C(=C2)C=C)C[C@@H]2C(NC[C@@H](C2)C(F)(F)F)=O)C1)F N-((S)-(4,4-difluorocyclohexyl)(6-(((3R,5R)-2-oxo-5-(trifluoromethyl)piperidin-3-yl)methyl)-7-vinylimidazo[1,2-b]pyridazin-2-yl)methyl)-1-ethyl-1H-pyrazole-5-carboxamide